N-(3-undecoxypropyl)propylenediamine C(CCCCCCCCCC)OCCCNCC(C)N